ClC=1C=C2C=C(NC2=CC1OCC1=CC(=NO1)C)CNC(=O)NC 1-((5-chloro-6-((3-methylisoxazol-5-yl)methoxy)-1H-indol-2-yl)methyl)-3-methylurea